1-aminoethyl-3-methylimidazole lysine salt N[C@@H](CCCCN)C(=O)O.NC(C)C1=NC=CN1C